IC1=NN(C2=NC(=CN=C21)N2C[C@H]1C([C@H]1C2)(C=2SC=C(N2)C)CN(C(OC(C)(C)C)=O)C)C2OCCCC2 tert-butyl (((1R,5S,6r)-3-(3-iodo-1-(tetrahydro-2H-pyran-2-yl)-1H-pyrazolo[3,4-b]pyrazin-6-yl)-6-(4-methylthiazol-2-yl)-3-azabicyclo[3.1.0]hexan-6-yl)methyl)(methyl)carbamate